S1(NCNC2=C1C=CC=C2)(=O)=O 3,4-dihydro-2H-benzo[E][1,2,4]thiadiazine 1,1-dioxide